1H-[1,2]diazepine N1N=CC=CC=C1